C(C)(=O)N1CC=2N(CC1)C(=NC2C=2C=CC=C1C=C(N=CC21)C=2C=CC(=NC2)C(=O)NC[C@H]2CN(CC2)C2=C1CN(C(C1=CC=C2)=O)C2C(NC(CC2)=O)=O)CC 5-(8-(7-Acetyl-3-ethyl-5,6,7,8-tetrahydroimidazo[1,5-a]pyrazin-1-yl)isoquinolin-3-yl)-N-(((3S)-1-(2-(2,6-dioxopiperidin-3-yl)-1-oxoisoindolin-4-yl)pyrrolidin-3-yl)methyl)picolinamide